C(C=C)(=O)N1[C@H]2[C@@H](C[C@H]1C1=NC(=C3N1C=CN=C3N)C3=CC=C(C(=O)NC1=NC=CC=C1)C=C3)COC2 4-(3-((2S,3aR,6aS)-1-acryloylhexahydro-1H-furo[3,4-b]pyrrol-2-yl)-8-aminoimidazo[1,5-a]pyrazin-1-yl)-N-(pyridin-2-yl)benzamide